C1(=CC=CC=C1)C#CC(=C)C1(CCCCC1)O 1-(4-phenylbut-1-en-3-yn-2-yl)cyclohexan-1-ol